tert-butyl (methyl(4-((5-(4-methyl-1H-indazol-5-yl)-2,6-naphthyridin-3-yl)amino)phenyl)(oxo)-λ6-sulfaneylidene)carbamate CS(=O)(C1=CC=C(C=C1)NC=1N=CC2=CC=NC(=C2C1)C=1C(=C2C=NNC2=CC1)C)=NC(OC(C)(C)C)=O